NC1=C2C(=NC=N1)N(N=C2C2=NC=C(C=C2)OC2=CC=CC=C2)[C@H]2CN(CCC2)C(=O)C(C#N)=CC2CC2 (R)-2-(3-(4-amino-3-(5-phenoxypyridin-2-yl)-1H-pyrazolo[3,4-d]pyrimidin-1-yl)piperidine-1-carbonyl)-3-cyclopropylacrylonitrile